FC1=C(CS(=O)(=O)C2=CC3=C(S\C(\C(N3)=O)=C/C3=CC=C(C=C3)C)C=C2)C(=CC=C1)F (Z)-6-((2,6-difluorobenzyl)sulfonyl)-2-(4-methylbenzylidene)-2H-benzo[b][1,4]thiazin-3(4H)-one